octadecyl furoate O1C(=CC=C1)C(=O)OCCCCCCCCCCCCCCCCCC